FC1=CC=C(C=C1)S(=O)(=O)CP(OCC)(OCC)=O diethyl (4-fluorophenylsulfonyl)methylphosphonate